(R,E)-4-amino-N-(5-chlorobenzo[d]oxazol-2-yl)-1-(1-(4-(diethylamino)but-2-enoyl)pyrrolidin-3-yl)-1H-pyrazolo[3,4-d]pyrimidine-3-carboxamide NC1=C2C(=NC=N1)N(N=C2C(=O)NC=2OC1=C(N2)C=C(C=C1)Cl)[C@H]1CN(CC1)C(\C=C\CN(CC)CC)=O